NC=1C=CC2=C(C3=CC=C(C=C3N=C2C1)N)B(O)O (3,6-diamino-9-acridinyl)boronic acid